FC=1C=C(C=CC1OC1=CC=NC2=CC(=C(C=C12)OC)OCCCN1CCOCC1)N(C(=O)C1(CC1)C(=O)N)C1=CC=C(C=C1)F N1-{3-fluoro-4-[(6-(methyloxy)-7-{[3-(4-morpholinyl)propyl]oxy}-4-quinolinyl)oxy]phenyl}-N1-(4-fluorophenyl)-1,1-cyclopropanedicarboxamide